BrC=1C=C2C(=C(C(=NC2=CC1)C1=CC=CC=C1)C1=CC=CC=C1)C(=O)O 6-bromo-2,3-diphenylquinoline-4-carboxylic acid